4,5-dimethyl-N,N-dimethyl-benzoxazol-2-amine CC1=C(C=CC2=C1N=C(O2)N(C)C)C